OCCC1CN(CCN1CC=1C=NC=2C(=C(C(NC2C1)=O)C(F)(F)F)C)C=1C=CC(=NC1)C(=O)NC 5-(3-(2-hydroxyethyl)-4-((8-methyl-6-oxo-7-(trifluoromethyl)-5,6-dihydro-1,5-naphthyridin-3-yl)methyl)piperazin-1-yl)-N-methylpicolinamide